cis,cis-Muconic acid C(\C=C/C=C\C(=O)O)(=O)O